C1=CC=CC2=C1C=1C=CC=3C4=CC=CC=C4C4=CC(=C2C1C34)B(O)O indeno[1,2,3-cd]fluoranthen-5-ylboronic acid